C(C1=CC=CC=C1)OC=1C(=C(C=NC1C(NCC(=O)OCC)=O)C=1C=NN(C1)C1CCN(CC1)C(=O)OC(C)(C)C)C tert-butyl 4-(4-(5-(benzyloxy)-6-((2-ethoxy-2-oxoethyl)carbamoyl)-4-methylpyridin-3-yl)-1H-pyrazol-1-yl)piperidine-1-carboxylate